COC1=CC=C(C=C1)CN(S(=O)(=O)C1=CC(=C(C=C1)NC1=NC(=CC=C1)C(F)(F)F)C=1N=CN(C1)C)C N-[(4-Methoxyphenyl)methyl]-N-methyl-3-(1-methylimidazol-4-yl)-4-[[6-(trifluoromethyl)-2-pyridyl]amino]benzenesulfonamide